3-({[(4R)-7-[(1,3-dihydro-2-benzofuran-5-yl)(methyl)amino]-3,4-dihydro-2H-1-benzopyran-4-yl]methyl}amino)pyridine-4-carboxylic acid methyl ester COC(=O)C1=C(C=NC=C1)NC[C@@H]1CCOC2=C1C=CC(=C2)N(C)C2=CC1=C(COC1)C=C2